ClC1=CC=C(C=C1)N1CCN(CC1)C(CCC=1NC(C2=C(C=CC(=C2C1)C)F)=O)=O 3-(3-(4-(4-chlorophenyl)piperazin-1-yl)-3-oxopropyl)-8-fluoro-5-methylisoquinolin-1(2H)-one